1-(4-hexylanilino)-5-amino-4,8-dihydroxy-3,7-dibromoanthraquinone C(CCCCC)C1=CC=C(NC2=CC(=C(C=3C(C4=C(C=C(C(=C4C(C23)=O)O)Br)N)=O)O)Br)C=C1